titanium triethylphosphine C(C)P(CC)CC.[Ti]